O=C1OC(=CN1C1=CC=C(C=C1)N1C(COCC1)=O)CN1C(C2=CC=CC=C2C1=O)=O (S)-2-((2-oxo-3-(4-(3-oxo-4-morpholinyl)phenyl)-5-oxazolyl)methyl)isoindole-1,3-dione